BrC1=CN=C2N1C=C(N=C2)C(=O)N(C)C2=CC=C(C=C2)Cl 3-bromo-N-(4-chlorophenyl)-N-methyl-imidazo[1,2-a]pyrazine-6-carboxamide